2-chloro-5-(3,6-dihydro-3-methyl-2,6-dioxo-4-trifluoromethyl-1(2H)-pyrimidinyl)-benzoic acid isopropyl ester C(C)(C)OC(C1=C(C=CC(=C1)N1C(N(C(=CC1=O)C(F)(F)F)C)=O)Cl)=O